BrC1=C(C=O)C=CC(=C1)[N+](=O)[O-] 2-bromo-4-nitrobenzaldehyde